5-acetamido-2,4,6-triiodo-N,N-bis-(2,3-dihydroxypropyl)-1,3-benzenedicarboxamide C(C)(=O)NC=1C(=C(C(=C(C1I)C(=O)N(CC(CO)O)CC(CO)O)I)C(=O)N)I